OCCOCC1C(C(N(C1)CC1=CC=C(C=C1)OC)=O)=C 4-[(2-hydroxyethoxy)methyl]-1-[(4-methoxyphenyl)methyl]-3-methylidenepyrrolidin-2-one